C(C=C)(=O)OCC(COC(C(=C)C)=O)O 3-(acryloyloxy)-2-hydroxypropyl-methacrylate